3-[8-(2-chlorophenyl)-9-(4-chlorophenyl)-6-[4-(trifluoromethyl)-1-piperidyl]purin-2-yl]oxypropan-1-ol ClC1=C(C=CC=C1)C=1N(C2=NC(=NC(=C2N1)N1CCC(CC1)C(F)(F)F)OCCCO)C1=CC=C(C=C1)Cl